5-Aminoimidazo[1,2-A]pyrimidine NC1=CC=NC=2N1C=CN2